2-methylamino-1,3-naphthoquinone CNC1C(C2=CC=CC=C2CC1=O)=O